(R)-3-amino-1-(thiazol-2-yl)azetidin-2-one N[C@H]1C(N(C1)C=1SC=CN1)=O